C(C)OC(=O)C=1N(C=CN1)CC1=NOC(=C1)C1=CC=C(C=C1)I 1-((5-(4-iodophenyl)isoxazole-3-yl)methyl)-1H-imidazole-2-carboxylic acid ethyl ester